phenyl N-[4-(1-tetrahydropyran-2-ylpyrazol-4-yl)phenyl]carbamate O1C(CCCC1)N1N=CC(=C1)C1=CC=C(C=C1)NC(OC1=CC=CC=C1)=O